C1(CC1)C=1C=C(OC=2C=NC=C(C2C(=O)NCC(F)C2=C(C=C(C=C2)Cl)Cl)O)C=CC1 3-(3-cyclopropyl-phenoxy)-N-[2-(2,4-dichlorophenyl)-2-fluoro-ethyl]-5-hydroxy-pyridine-4-carboxamide